CN1CC=CC=C1N1CCCC1 1-methyl-6-(pyrrolidin-1-yl)pyridin